6-(2,6-dichlorophenyl)-2-[(1,1,2,3,3-pentamethyl-2,3-dihydro-1H-isoindol-5-yl)amino]imidazo[1,2-a]pyrimido[5,4-e]pyrimidin-5(6H)-one ClC1=C(C(=CC=C1)Cl)N1C=2N(C3=C(C1=O)C=NC(=N3)NC=3C=C1C(N(C(C1=CC3)(C)C)C)(C)C)C=CN2